aluminium gallium [Ga].[Al]